alpha-pinene oxide C12C3(C(CC(C1(C)C)C2)O3)C